8-[(3R,5S)-3,5-dimethylpiperazin-1-yl]-N-(8-fluoro-2-methyl-imidazo[1,2-a]pyridin-6-yl)-N'-methyl-quinoxaline-5-carboxamidine C[C@@H]1CN(C[C@@H](N1)C)C1=CC=C(C=2N=CC=NC12)C(=NC)NC=1C=C(C=2N(C1)C=C(N2)C)F